ClC=1C=C(C=CC1)C(NC(=O)C1=CN(C=C1)C1=NC(=NC=C1C)NC1=CC2=C(OC(O2)(F)F)C=C1)C#N N-((3-chlorophenyl)(cyano)methyl)-1-(2-((2,2-difluorobenzo[d][1,3]dioxol-5-yl)amino)-5-methylpyrimidin-4-yl)-1H-pyrrole-3-carboxamide